1-formyl-3-azabicyclo[3.2.1]octane-3-carboxylic acid tert-butyl ester C(C)(C)(C)OC(=O)N1CC2(CCC(C1)C2)C=O